C(C=C)(=O)OC(C)CC secondary butyl acrylate